ClCC(=O)C=1C(=C(N(C1C)C1=CC=C(C=C1)C#N)C)C#N 4-(2-chloroacetyl)-1-(4-cyanophenyl)-2,5-dimethyl-1H-pyrrole-3-carbonitrile